FC1=CC=C(C=C1)N1C(C(=C(C(=C1)C)OC)C(=O)O)=O 1-(4-Fluorophenyl)-4-methoxy-5-methyl-2-oxo-1,2-dihydropyridine-3-carboxylic acid